2,2-Di(tert.-butylperoxy)butan C(C)(C)(C)OOC(C)(CC)OOC(C)(C)C